7-(p-Tolyl)naphtho[2,1-d]thiazole C1(=CC=C(C=C1)C=1C=C2C=CC=3N=CSC3C2=CC1)C